C1C(C)OCCCC1 tetramethylene-propylene oxide